C(C1=CC=CC=C1)N1N=NC(=C1)C1=CC=C(C=C1)CCCC 1-benzyl-4-(4-butylphenyl)-1H-1,2,3-triazole